8-((1R,2R)-2-hydroxy-2-methylcyclopentyl)-5-methylpyrido[2,3-d]pyrimidin-7(8H)-one O[C@]1([C@@H](CCC1)N1C(C=C(C2=C1N=CN=C2)C)=O)C